2-cyclopropylsulfonyl-7-fluoro-4-(4,4,5,5-tetramethyl-1,3,2-dioxaborolan-2-yl)-5-(trifluoromethyl)-1H-indole C1(CC1)S(=O)(=O)C=1NC2=C(C=C(C(=C2C1)B1OC(C(O1)(C)C)(C)C)C(F)(F)F)F